ONC(=O)C=1C=C2CNCC2=CC1 N-hydroxyisoindoline-5-carboxamide